C(C)(C)(C)OC(=O)N1N=CC(=C1NC(=O)C=1C(=NC(=CC1)C#N)Cl)C1CC1.C1(CC1)C=1C=NN2C1NC(C1=C2N=C(C=C1)C#N)=O 3-cyclopropyl-5-oxo-4,5-dihydropyrazolo[1,5-a]pyrido[3,2-e]pyrimidine-8-carbonitrile tert-butyl-5-[(2-chloro-6-cyanopyridine-3-carbonyl)amino]-4-cyclopropyl-1H-pyrazole-1-carboxylate